2-((2,6-diisopropylphenyl)amino)cycloheptan-2,4,6-trien-1-one C(C)(C)C1=C(C(=CC=C1)C(C)C)NC=1C(C=CC=CC1)=O